C1(CCCC1)S(=O)(=O)NC=1C(=C(OC=2C=C3C(N(C=NC3=CC2)C=2C=NC(=NC2)N2CCN(CC2)C(=O)OC(C)(C)C)=O)C(=CC1)F)F tert-butyl 4-[5-[6-[3-(cyclopentylsulfonylamino)-2,6-difluoro-phenoxy]-4-oxo-quinazolin-3-yl]pyrimidin-2-yl]piperazine-1-carboxylate